Difluorobenzophenone C1=CC=C(C=C1)C(=O)C2=C(C(=CC=C2)F)F